NC=1C=C(C=CC1F)C(CCC1CC1)(N[S@](=O)C(C)(C)C)C=1C=CC(=NC1)C(=O)N 5-((-)-1-(3-amino-4-fluorophenyl)-3-cyclopropyl-1-((R)-1,1-dimethylethylsulfinamido)propyl)pyridinecarboxamide